ClC=1C(=NC2=CC(=C(C=C2N1)C)C)N1CCN(CC1)C(=O)OC(C)(C)C tert-butyl 4-(3-chloro-6,7-dimethyl-quinoxalin-2-yl)piperazine-1-carboxylate